2-bromo-4-chloro-5-methyl-3-nitropyridine BrC1=NC=C(C(=C1[N+](=O)[O-])Cl)C